3-((4-methyl-4H-1,2,4-triazol-3-yl)methyl)oxetan CN1C(=NN=C1)CC1COC1